N-((5-bromo-3-chlorothiophene-2-yl)methyl)methanesulfonamide BrC1=CC(=C(S1)CNS(=O)(=O)C)Cl